3,5-difluoro-4-hydroxy-N-({(1r,4r)-4-[6-(6-methoxypyridin-2-yl)-2H-indazol-2-yl]cyclohexyl}methyl)benzamide, trifluoroacetate salt FC(C(=O)O)(F)F.FC=1C=C(C(=O)NCC2CCC(CC2)N2N=C3C=C(C=CC3=C2)C2=NC(=CC=C2)OC)C=C(C1O)F